hydroxyethyl methacrylate (hydroxylethyl methacrylate) OCCC=C(C(=O)O)C.C(C(=C)C)(=O)OCCO